C(C)OC=1C=C(C=2N(C1)N=CC2C#N)C=2C=NC(=CC2)N2CC1N(C(C2)C1)CC1=NC=CC(=C1)OC 6-ethoxy-4-(6-(6-((4-methoxypyridin-2-yl)methyl)-3,6-diazabicyclo[3.1.1]heptan-3-yl)pyridin-3-yl)pyrazolo[1,5-a]pyridine-3-carbonitrile